BrC=1C=C(C(=NC1)N1CCC2(CN(C2)C(=O)OC(C)(C)C)CC1)F tert-butyl 7-(5-bromo-3-fluoro-2-pyridyl)-2,7-diazaspiro[3.5]nonane-2-carboxylate